C(C)(C)(C)OC(=O)N1C(CNCC1)C(=O)C1CC(C1)C1=CC=CC=2NC(N(C21)C)=O [3-(3-methyl-2-oxo-1H-benzoimidazol-4-yl)cyclobutanecarbonyl]piperazine-1-carboxylic acid tert-butyl ester